FC1=C2C(=C(C=3N(C(=NC31)CN(C(OC(C)(C)C)=O)C)C)F)CC(C2)C=O tert-Butyl N-[(4,8-difluoro-6-formyl-1-methyl-6,7-dihydro-5H-cyclopenta[f]benzimidazol-2-yl)methyl]-N-methyl-carbamate